9-hydroxy-5,9-dimethyl-4-decenal phosphorus tripotassium [K].[K].[K].[P].OC(CCCC(=CCCC=O)C)(C)C